COC[C@H]1N(CC[C@H]1NC)C(=O)OC(C)(C)C tert-butyl (2S,3R)-2-(methoxymethyl)-3-(methylamino)pyrrolidine-1-carboxylate